C(C)(C)(C)OC(CCCCCCCCCCCCCCCCC(N[C@@H](CCC(NCCOCCOCC(NCCOCCOCC(=O)O)=O)=O)C(=O)OC(C)(C)C)=O)=O 17-{(S)-1-tert-butoxycarbonyl-3-[2-(2-{[2-(2-carboxymethoxy-ethoxy)-ethylcarbamoyl]-methoxy}-ethoxy)-ethylcarbamoyl]-propylcarbamoyl}-heptadecanoic acid tert-butyl ester